2-bromo-5-chloro-6-(trifluoromethyl)nicotinic acid-5-d BrC=1C(C(=O)O)=CC(C(N1)C(F)(F)F)([2H])Cl